2-[4,6-dimethyl-2-(trifluoromethyl)pyrimidin-5-yl]sulfonyl-6-[rac-(1R)-1-(oxan-4-yl)ethyl]-2,6-diazaspiro[3.3]heptane CC1=NC(=NC(=C1S(=O)(=O)N1CC2(C1)CN(C2)[C@H](C)C2CCOCC2)C)C(F)(F)F |r|